2-(methoxymethyl)azetidine hydrochloride Cl.COCC1NCC1